C(C)N1N=C2C=CC=CC2=C1C(=O)NC1CCC(CC1)CN1C(N(C2=C1C=CC=C2)C=2C=NC(=CC2)OC)=O 2-ethyl-N-((1r,4r)-4-((3-(6-methoxypyridin-3-yl)-2-oxo-2,3-dihydro-1H-benzo[d]imidazol-1-yl)methyl)cyclohexyl)-2H-indazole-3-carboxamide